[Co]=[Se].[Cu] copper cobalt selenide